(3-bromo-5-(3-methoxyazetidin-1-yl)phenyl)-2-methyl-2H-1,2,3-triazole BrC=1C=C(C=C(C1)N1CC(C1)OC)C1=NN(N=C1)C